2-[[5-ethylsulfonyl-6-[1-methyl-5-(trifluoromethyl-sulfonyl)benzimidazol-2-yl]-3-pyridyl]oxy]-2-methyl-propanenitrile C(C)S(=O)(=O)C=1C=C(C=NC1C1=NC2=C(N1C)C=CC(=C2)S(=O)(=O)C(F)(F)F)OC(C#N)(C)C